BrC1=CC=C(C(=N1)C(C)N(CC1=CC=C(C=C1)OC)CC1(CC1)O)F 1-({[1-(6-Bromo-3-fluoropyridin-2-yl)ethyl](4-methoxybenzyl)amino}methyl)cyclopropanol